FC1=C(C=C(C=C1)OC)C=CC(C(C)(C)C)=O 1-(2-fluoro-5-methoxyphenyl)-4,4-dimethyl-pent-1-en-3-one